COC1=C(C(=CC=C1)OC)P(C=1C(=C(C=CC1)N1C2=CC=C(C=C2C=2C=C(C=CC12)C(C)(C)C)C(C)(C)C)OC1OCCCC1)C1=C(C=CC=C1OC)OC 9-(3-(bis(2,6-dimethoxyphenyl)phosphanyl)-2-((tetrahydro-2H-pyran-2-yl)oxy)phenyl)-3,6-di-tert-butyl-9H-carbazole